L-gamma-ethyl-glutamine C(C)C(C[C@H](N)C(=O)O)C(N)=O